N1=CC=C(C=C1)C1=NC2=C(N1)C=C(C=C2)C=2C=CC1=C(NC(=N1)C1=CC=NC=C1)C2 2,2'-di-4-pyridinyl-6,6'-bi-1H-benzimidazole